1,3-cyclobutane-dicarboxylate C1(CC(C1)C(=O)[O-])C(=O)[O-]